FC1=CC=C(OC[C@H]2N(C3CC([C@H]2C)C3)C(=O)C3=NC(=CC=C3C3=NC=CC=N3)C)C=C1 (3S,4R)-3-(4-Fluorophenoxymethyl)-4-methyl-2-[6-methyl-3-(pyrimidin-2-yl)pyridin-2-carbonyl]-2-azabicyclo[3.1.1]heptan